1-azetidinecarboxamide N1(CCC1)C(=O)N